CCCCCCCCCCCCCCCC(=O)NCCOP(=O)([O-])OC[C@@H](CO)O The molecule is an N-acyl-sn-glycero-3-phosphoethanolamine(1-) in which the N-acyl group is specified as hexadecanoyl; major species at pH 7.3. It is a conjugate base of a N-hexadecanoyl-sn-glycero-3-phosphoethanolamine.